CS(=O)(=O)C1=NC=C(C=N1)C#CCCCC(=O)N 6-(2-(methylsulfonyl)pyrimidin-5-yl)-hex-5-ynamide